7-amino-4-methoxycoumarin NC1=CC=C2C(=CC(OC2=C1)=O)OC